(S)-1-(4-fluorophenyl)-N-(3-(2-oxopyrrolidin-1-yl)bicyclo[1.1.1]pentan-1-yl)-3,4-dihydroisoquinoline-2(1H)-carboxamide FC1=CC=C(C=C1)[C@@H]1N(CCC2=CC=CC=C12)C(=O)NC12CC(C1)(C2)N2C(CCC2)=O